FC(C(=O)N(C1=C(C=C(C=C1)C1=CC=C(C=N1)C(=O)NCC=1C=NC=CC1)C)C(C)C)F 6-[4-[(2,2-difluoroacetyl)-isopropyl-amino]-3-methyl-phenyl]-N-(3-pyridylmethyl)pyridine-3-carboxamide